N-(4-(4-(trifluoromethyl)phenyl)-4,5,6,7-tetrahydropyrazolo[1,5-a]pyrimidin-6-yl)propionamide FC(C1=CC=C(C=C1)N1C=2N(CC(C1)NC(CC)=O)N=CC2)(F)F